2,4',4-trinitrobenzanilide [N+](=O)([O-])C1=C(C(=O)NC2=CC=C(C=C2)[N+](=O)[O-])C=CC(=C1)[N+](=O)[O-]